N=1NN=NC1C1=CC=C(\C=C/2\C(NC3=C(S2)C=CC(=C3)S(=O)(=O)CC3=C(C=CC=C3Br)Br)=O)C=C1 (Z)-2-(4-(2H-tetrazol-5-yl)benzylidene)-6-((2,6-dibromobenzyl)sulfonyl)-2H-benzo[b][1,4]thiazin-3(4H)-one